tert-butyl 4-[1-[4-fluoro-2-(trifluoromethyl) phenyl] cyclopropyl]-5h,6h,7h,8h-pyrido[3,4-d]pyrimidine-7-carboxylate FC1=CC(=C(C=C1)C1(CC1)C=1C2=C(N=CN1)CN(CC2)C(=O)OC(C)(C)C)C(F)(F)F